1-((3-(5-(5-methylpyrazin-2-yl)-4,5-dihydro-1H-pyrazole-1-carbonyl)bicyclo[1.1.1]Pent-1-yl)methyl)-1H-indazole-5-carbonitrile CC=1N=CC(=NC1)C1CC=NN1C(=O)C12CC(C1)(C2)CN2N=CC1=CC(=CC=C21)C#N